OC(C(=O)O)C(C)(C)O.[Na] sodium 2,3-dihydroxyl-3-methylbutanoic acid